CC1(NCC12CCCCC2)OS(=O)(=O)C methyl-methylsulfonyloxy-2-azaspiro[3.5]nonane